[Si](C)(C)(C(C)(C)C)OCC(C(=S)[O-])(C)C 3-((tert-butyldimethylsilyl) oxy)-2,2-dimethylthiopropionate